4-(difluoromethyl)-2-fluorobenzoic acid FC(C1=CC(=C(C(=O)O)C=C1)F)F